6-acetamido-pyridine C(C)(=O)NC1=CC=CC=N1